3-((pyridin-2-yloxy)methyl)-1H-pyrazol N1=C(C=CC=C1)OCC1=NNC=C1